2-[6-amino-5-[8-[2-[3-(2,2-dimethylmorpholin-4-yl)prop-1-ynyl]-4-pyridinyl]-3,8-diazabicyclo[3.2.1]oct-3-yl]pyridazin-3-yl]phenol NC1=C(C=C(N=N1)C1=C(C=CC=C1)O)N1CC2CCC(C1)N2C2=CC(=NC=C2)C#CCN2CC(OCC2)(C)C